N[C@H](C(=O)OC)CC1=C2C=CC=NC2=C(C=C1)C1=NC=CC(=C1C(F)(F)F)N(C)C methyl (S)-2-amino-3-(8-(4-(dimethylamino)-3-(trifluoromethyl)pyridin-2-yl)quinolin-5-yl)propanoate